COC=1N=C2C(=CC=NC2=CC1OC)OC1=CC=C(NN([C@@H](CO)C(=O)O)CC#C)C=C1 4-((6,7-dimethoxy-1,5-naphthyridin-4-yl)oxy)anilinO-(prop-2-yn-1-yl)serine